NC1=NC(C=2N=CN(C2N1)COCCOC([C@H](C(C)C)N)=O)=O (S)-2-[(2-amino-6-oxo-6,9-dihydro-3H-purin-9-yl)methoxy]ethyl-2-amino-3-methylbutanoate